ClCC=1SC(=CC1)F 2-(chloromethyl)-5-fluorothiophene